(S)-5-Benzyl-N-(1-isopropyl-5-oxo-4,5,6,7-tetrahydro-1H-pyrazolo[3,4-b][1,4]oxazepin-6-yl)-4H-1,2,4-triazol-3-carboxamid C(C1=CC=CC=C1)C=1NC(=NN1)C(=O)N[C@@H]1C(NC2=C(OC1)N(N=C2)C(C)C)=O